ClC1=C(CN(C2CC3=C(N(N=C3CC2)C2=NC=CC=C2)O)C)C=CC(=C1)Cl 5-[(2,4-Dichlorobenzyl)methylamino]-2-(pyridin-2-yl)-4,5,6,7-tetrahydro-2H-indazol-3-ol